methylnaphthopyranone CC1=COC2=C(C1=O)C1=CC=CC=C1C=C2